FC1=CC=C(C=C1)NC(=O)C1=C(CC(NC1=O)C=1C=NC(=CC1)C(F)(F)F)O N-(4-fluorophenyl)-4-hydroxy-6-oxo-6'-(trifluoromethyl)-1,2,3,6-tetrahydro-[2,3'-bipyridine]-5-carboxamide